4,5-dimethoxy-2-((6-methoxypyridin-3-yl)amino)benzoic acid COC1=CC(=C(C(=O)O)C=C1OC)NC=1C=NC(=CC1)OC